C(CCC)NC=1C2=C(N=C(N1)NC(=O)OC)C(=NN2CC2=C(C=C(C=C2)C(=O)OC)OC)C(=O)O 7-(butylamino)-1-(2-methoxy-4-(methoxycarbonyl)benzyl)-5-((methoxycarbonyl)amino)-1H-pyrazolo[4,3-d]pyrimidine-3-carboxylic acid